(R)-N-((R,E)-2-Cyclopropoxypropylidene)-2-methylpropane-2-sulfinamide C1(CC1)O[C@@H](\C=N\[S@](=O)C(C)(C)C)C